N1=C2C(=COC1)C=CC=C2 benzo[c][1,5]oxazine